6-phenyl-N2-(pyridin-4-yl)-N4-((tetrahydrofuran-2-yl)methyl)-1,3,5-triazine-2,4-diamine C1(=CC=CC=C1)C1=NC(=NC(=N1)NC1=CC=NC=C1)NCC1OCCC1